2-[[6-[2-(4-chloro-2-fluoro-phenyl)-2-methyl-1,3-benzodioxol-4-yl]-2-methoxy-3-pyridinyl]methyl]-3-(2-methoxyethyl)benzimidazole-5-carboxylic acid ClC1=CC(=C(C=C1)C1(OC2=C(O1)C=CC=C2C2=CC=C(C(=N2)OC)CC=2N(C1=C(N2)C=CC(=C1)C(=O)O)CCOC)C)F